(S)-N-(3-(6-(((R)-2-hydroxypropyl)amino)-2-morpholinylpyrimidin-4-yl)-4-methylphenyl)-3-(2,2,2-trifluoroethyl)pyrrolidine-1-carboxamide O[C@@H](CNC1=CC(=NC(=N1)N1CCOCC1)C=1C=C(C=CC1C)NC(=O)N1C[C@@H](CC1)CC(F)(F)F)C